5-(β-methylthioethyl)-hydantoin potassium salt [K].CSCCC1C(NC(N1)=O)=O